[Cl-].C(CCCCCCCCCCCCCCCCCCC)[S+](CC)C n-eicosyl-methyl-ethyl-sulfonium chloride